2-((2-Aminoethyl)thio)nicotinic acid NCCSC1=C(C(=O)O)C=CC=N1